C1(CC1)CNC(C=1C=C(C=CC1)NC(=O)C=1N(N=C(C1)C(F)(F)F)C1=CC(=CC=C1)C#N)C1=CC2=CC=C(C=C2C=C1)OC 2-(3-cyano-phenyl)-5-trifluoromethyl-2H-pyrazole-3-carboxylic acid {3-[(cyclopropylmethyl-amino)-(6-methoxy-naphthalen-2-yl)-methyl]-phenyl}-amide